CS(=O)(=O)OC(C)C#C but-3-yn-2-yl methanesulfonate